5-methoxy-2-methyl-N1-(6-(trifluoromethyl)pyridin-2-yl)benzene-1,3-diamine COC=1C=C(C(=C(C1)NC1=NC(=CC=C1)C(F)(F)F)C)N